CN(C(C(=C)C)=O)C1=CC=C(C=C1)OC N-methyl-N-(4-methoxyphenyl)-methacrylamide